CC1=CC(=C(C=C1)C=1N=C2N(C=CN=C2)C1NC1=CC=C(C(=O)OCC)C=C1)S ethyl 4-[[2-(4-methyl-sulfanylphenyl)imidazo[1,2-a]pyrazin-3-yl]amino]benzoate